N-(4-(4-benzylpiperazin-1-yl)pyridin-2-yl)-5-(1H-pyrazol-4-yl)thiazolo-[5,4-b]pyridin-2-amine C(C1=CC=CC=C1)N1CCN(CC1)C1=CC(=NC=C1)NC=1SC2=NC(=CC=C2N1)C=1C=NNC1